5-trimethylsilyl-N-(4-trimethylsilylphenyl)-[1,1'-biphenyl]-2-amine C[Si](C1=CC=C(C(=C1)C1=CC=CC=C1)NC1=CC=C(C=C1)[Si](C)(C)C)(C)C